C(C1=CC=CC=C1)OC(=O)N1C=2C(CC[C@@H](C1)NC(=O)OCC1=CC=CC=C1)=NN(C2)C (S)-6-(((benzyloxy)carbonyl)amino)-2-methyl-5,6,7,8-tetrahydropyrazolo[4,3-b]azepine-4(2H)-carboxylic acid benzyl ester